ClC=1C=CC(=C(C1)[C@H]1C[C@H](C1)NC(=O)C=1C=NN(C1)[C@H](C)C=1C=NC(=C(C1C)Cl)N1C([C@@H]2C[C@@H]2C1)=O)C#N N-((cis)-3-(5-chloro-2-cyanophenyl)cyclobutyl)-1-((R)-1-(5-chloro-4-methyl-6-((1R,5S)-2-oxo-3-azabicyclo[3.1.0]hexan-3-yl)pyridin-3-yl)ethyl)-1H-pyrazole-4-carboxamide